C(C)N1C(N(C2=C1C=CC(=C2)[N+](=O)[O-])C)=O 1-ethyl-3-methyl-5-nitro-1H-benzo[d]imidazol-2(3H)-one